NC=1C2=C(N=CN1)N(C(=C2C(=O)NC2=CC=C(C=C2)COC)C2=CC=C(C=C2)N2CCN(CC2)C)C2(CC2)C 4-amino-N-(4-(methoxymethyl)phenyl)-7-(1-methylcyclopropyl)-6-(4-(4-methylpiperazin-1-yl)phenyl)-7H-pyrrolo[2,3-d]pyrimidine-5-carboxamide